CC(CC(=O)OC[C@H]1O[C@H]([C@]([C@@H]1OC(C(C)C)=O)(C)F)N1C2=NC(=NC(=C2N=C1)NC)NC(C(C)C)=O)C ((2R,3R,4R,5R)-4-fluoro-5-(2-isobutyramido-6-(methylamino)-9H-purin-9-yl)-3-(isobutyryloxy)-4-methyltetrahydrofuran-2-yl)methyl 3-methylbutanoate